O[C@@]1(C(N(CC1)C)=O)C1=CC(=NO1)C1=NC(=CC(=C1)C(F)(F)F)C1=NC(=NC=C1)S(=O)(=O)C (R)-3-Hydroxy-1-methyl-3-(3-(6-(2-(methylsulfonyl)pyrimidin-4-yl)-4-(trifluoromethyl)pyridin-2-yl)isoxazol-5-yl)pyrrolidin-2-one